(2R,3R,4S,5S)-2-(acetylmethyl)-5-(2,4-dioxo-1,2,3,4-tetrahydropyrimidine-5-yl)tetrahydrofuran-3,4-diyl diacetate C(C)(=O)O[C@@H]1[C@H](O[C@H]([C@@H]1OC(C)=O)C=1C(NC(NC1)=O)=O)CC(C)=O